ClC=1C=CC2=C([C@](C(CCN2C(=O)C2=CC=C(C=C2)NC(=O)C=2C(=CC=CC2)C2=CC=CC=C2)(F)F)(C)O)C1 N-{4-[(5S)-7-chloro-4,4-difluoro-5-hydroxy-5-methyl-2,3,4,5-tetrahydro-1H-1-benzazepine-1-carbonyl]phenyl}-[1,1'-biphenyl]-2-carboxamide